(2E)-4-oxo-1,3-diazinon O=C1NC(NC=C1)=O